O=C1NC(CCC1NS(=O)(=O)C1=CC=CC=C1)=O N-(2,6-Dioxo-piperidin-3-yl)-benzeneSulfonamide